CN1C(=CC2=C(C=C(C=C12)C(F)(F)F)C(F)(F)F)C(=O)NC1CC[Si](CC1)(C)C methyl-N-(1,1-dimethylsilinan-4-yl)-4,6-bis(trifluoromethyl)-1H-indole-2-carboxamide